(E)-N-(3-bromo-4-fluorobenzylidene)-2-methylpropane-2-sulfinamide BrC=1C=C(\C=N\S(=O)C(C)(C)C)C=CC1F